2-(thien-2-yl)acetamide S1C(=CC=C1)CC(=O)N